2-(4-(2-fluoroethyl)piperazin-1-yl)-N-(6-(1-methyl-1H-imidazol-5-yl)isoquinolin-3-yl)acetamide FCCN1CCN(CC1)CC(=O)NC=1N=CC2=CC=C(C=C2C1)C1=CN=CN1C